N-(5-(4-((2-(3-ethylureido)pyridin-4-yl)methyl)piperazin-1-yl)-6-methylpyridin-2-yl)acetamide C(C)NC(NC1=NC=CC(=C1)CN1CCN(CC1)C=1C=CC(=NC1C)NC(C)=O)=O